2-[(2R)-1-(4-{5-[5-fluoro-6-(2-methoxyethoxy)-1H-indazol-3-yl]-1,2-oxazol-3-yl}benzoyl)azetidin-2-yl]propan-2-ol tert-butyl-6-hydroxy-2-methyl-3,4-dihydro-2H-quinoline-1-carboxylate C(C)(C)(C)C1(N(C2=CC=C(C=C2CC1)O)C(=O)OC(C)(C)[C@@H]1N(CC1)C(C1=CC=C(C=C1)C1=NOC(=C1)C1=NNC2=CC(=C(C=C12)F)OCCOC)=O)C